1-methyl formate C(=O)OC